N-(2-(dimethylamino)-2-(1-(oxetan-3-ylmethyl)-1H-indol-3-yl)ethyl)-1H-indole-6-sulfonamide CN(C(CNS(=O)(=O)C1=CC=C2C=CNC2=C1)C1=CN(C2=CC=CC=C12)CC1COC1)C